NCC=1C=C(C2=C(NC(=N2)C)C1)C(=O)NC1C(NC(CC1)=O)=O 6-(aminomethyl)-N-(2,6-di-oxopiperidin-3-yl)-2-methyl-1H-benzo[d]imidazole-4-carboxamide